BrC1=CC(=C(C(=C1)F)C=1N=C2N(C=CC(=C2)C(F)(F)F)C1C[C@H]1CNCCO1)F (S)-2-((2-(4-bromo-2,6-difluorophenyl)-7-(trifluoromethyl)imidazo[1,2-a]pyridin-3-yl)methyl)morpholine